(12aR)-12-[(R)-(3,4-difluorophenyl)(2-methylsulfanylphenyl)methyl]-3,4,12,12a-tetrahydro-1H-[1,4]oxazino[3,4-c]pyrido[2,1-f][1,2,4]triazine-6,8-dione FC=1C=C(C=CC1F)[C@@H](N1N2C(C(N3[C@H]1COCC3)=O)=CC(C=C2)=O)C2=C(C=CC=C2)SC